N1=C(C=CC(=C1)N1C(CC(CC1)C1=CC=C(C=C1)F)=O)C1=CC=NC=C1 1-([2,4'-bipyridin]-5-yl)-4-(4-fluorophenyl)piperidin-2-one